CC(=O)N[C@@H]1[C@H]([C@H]([C@H](O[C@H]1O[C@H]2[C@@H]([C@H]([C@@H](O[C@@H]2C(=O)O)O[C@H]3[C@H]([C@H](OC([C@@H]3NC(=O)C)O)CO)OS(=O)(=O)O)O)O)CO)OS(=O)(=O)O)O The molecule is an amino trisaccharide comprised of a glucuronic acid residue between two N-acetylated galactosamine residues, both of which are sulfated on O-4. It is an intermediate in the dermatan sulfate degradation pathway. It has a role as a mouse metabolite. It is an amino trisaccharide and an oligosaccharide sulfate.